FC=1C=CC(=NC1)C(OC1=CC(N(C=C1)C=1C=CC=2C3=C(N(C2C1)C)CCNC3)=O)([2H])[2H] 4-((5-fluoropyridin-2-yl)methoxy-d2)-1-(5-methyl-2,3,4,5-tetrahydro-1H-pyrido[4,3-b]indol-7-yl)pyridin-2(1H)-one